O-Ethyl-4-(α-L-rhamnosyloxy)benzyl carbamate CCO[C@@H]1[C@H]([C@@H](O[C@@]([C@@H]1O)(O)OC2=CC=C(C=C2)COC(=O)N)C)O